FCCC1OCCO1 2-(2-fluoroethyl)-1,3-dioxolane